1-(4-Hydroxy-phenyl)-2-pyrrol-1-yl-1H-indole-3-carboxylic acid, amide OC1=CC=C(C=C1)N1C(=C(C2=CC=CC=C12)C(=O)N)N1C=CC=C1